C12C(CC(CC1)C2)C(C(S(=O)(=O)[O-])(F)F)(F)F.C2(=CC=CC=C2)[S+](C2=CC=CC=C2)C2=CC=CC=C2 triphenylsulfonium 2-(bicyclo[2.2.1]heptan-2-yl)-1,1,2,2-tetrafluoroethanesulfonate